Tetrasodium Dicarboxy-ethyl Stearyl Sulfosuccinamate S(=O)(=O)(O)C(C(=O)OCC(C(=O)O)C(=O)O)CC(=O)NCCCCCCCCCCCCCCCCCC.[Na].[Na].[Na].[Na]